CIS-2-AMINO-2-METHYL-CYCLOPENTANECARBOXYLIC ACID C[C@]1(CCC[C@@H]1C(=O)O)N